N-methoxymethylpyridinium COC[N+]1=CC=CC=C1